3,6-bis(4-(bis(4-methoxyphenyl)amino)phenyl)-9H-carbazole COC1=CC=C(C=C1)N(C1=CC=C(C=C1)C=1C=CC=2NC3=CC=C(C=C3C2C1)C1=CC=C(C=C1)N(C1=CC=C(C=C1)OC)C1=CC=C(C=C1)OC)C1=CC=C(C=C1)OC